hydroxy(triethylenetetramine) cobalt (III) hydrate O.[Co+3].ONCCNCCNCCN